CC1=C(C(=CC=C1)C)C=1C=CC=2N(C1)C=C(N2)NC(=O)C2C(C2)F N-(6-(2,6-dimethylphenyl)imidazo[1,2-a]pyridin-2-yl)-2-fluorocyclopropane-1-carboxamide